(S)-1-(4-((7-(1-methyl-1H-pyrazol-4-yl)imidazo[1,2-c]pyrimidin-5-yl)oxy)azepan-1-yl)prop-2-en-1-one CN1N=CC(=C1)C1=CC=2N(C(=N1)O[C@@H]1CCN(CCC1)C(C=C)=O)C=CN2